COC=1C=C2C(=CNC2=CC1OC)CCNC(C1=C(C=C(C=C1)C)O)=O N-(2-(5,6-dimethoxy-1H-indol-3-yl)ethyl)-2-hydroxy-4-methylbenzamide